NC1=C(C=CC=C1)C1=C(C=CC=C1)[Pd]Cl (2'-amino-1,1'-Biphenyl-2-yl)Palladium (II) chloride